7-Methoxy-3-methyl-8-(1-methyl-1H-pyrazol-4-yl)-1-thiazol-2-yl-1,3-dihydroimidazo[4,5-c]quinolin-2-one COC=1C(=CC=2C3=C(C=NC2C1)N(C(N3C=3SC=CN3)=O)C)C=3C=NN(C3)C